C1OCC2C1CN(C2)C=2C=CC=1N(C2)N=CC1C1CCN(CC1)C(=O)OC1CC1 cyclopropyl 4-(6-(tetrahydro-1H-furo[3,4-c]pyrrol-5(3H)-yl)pyrazolo[1,5-a]pyridin-3-yl)piperidine-1-carboxylate